2-(2-((2-(5-(2-methoxyethyl)-5H-[1,3]dioxolo[4',5':4,5]benzo[1,2-d]imidazol-6-yl)ethyl)amino)ethyl)-N-((3-methoxypyridin-2-yl)methyl)oxazole-4-carboxamide COCCN1C(=NC2=C1C=C1C(=C2)OCO1)CCNCCC=1OC=C(N1)C(=O)NCC1=NC=CC=C1OC